ClC=1C=CC(=NC1)C=1OC(C2=CC=CC=C2C1/C(/C(=O)OCC)=C(/C)\O)=O Ethyl (E)-2-(3-(5-chloropyridin-2-yl)-1-oxo-1H-isochromen-4-yl)-3-hydroxybut-2-enoate